(1R,3S)-3-(3-{[(2-methoxypyridin-4-yl)acetyl]amino}-1H-pyrazol-5-yl)cyclopentyl(2,2,2-trifluoroethyl)carbamate COC1=NC=CC(=C1)CC(=O)NC1=NNC(=C1)[C@@H]1C[C@@H](CC1)N(C([O-])=O)CC(F)(F)F